NC1=CC(C(NC1=NC=1C(=NN2C1C=CC(=C2C)C)OCCN2CCOCC2)=NC=2C(=NN1C2C=CC(=C1C)C)OCCN1CCOCC1)=N N,N'-(5-amino-3-iminopyridine-2,6(1H,3H)-diylidene)bis{6,7-dimethyl-2-[2-(morpholin-4-yl)ethoxy]pyrazolo[1,5-a]pyridin-3-amine}